(S)-8-chloro-6-(((4-chloropyridin-3-yl)(1H-1,2,3-triazol-4-yl)methyl)amino)-4-((5,6-difluoropyridin-3-yl)amino)quinoline-3-carbonitrile ClC=1C=C(C=C2C(=C(C=NC12)C#N)NC=1C=NC(=C(C1)F)F)N[C@H](C=1N=NNC1)C=1C=NC=CC1Cl